C(C)(C)(C)OC(=O)N1C[C@H]([C@@H](CC1)NC1=CC=C2C(=N1)N(N=C2C=2C(=NC(=CC2)OCC2=CC=CC=C2)OCC2=CC=CC=C2)C)O (3R,4R)-4-((3-(2,6-bis(benzyloxy)pyridin-3-yl)-1-methyl-1H-pyrazolo[3,4-b]pyridin-6-yl)amino)-3-hydroxypiperidine-1-carboxylic acid tert-butyl ester